6-(3-(Cyclopentyloxy)-4-(7-oxo-6,7-dihydro-3H-[1,2,3]triazolo[4,5-d]pyrimidin-5-yl)phenyl)nicotinic acid C1(CCCC1)OC=1C=C(C=CC1C=1NC(C2=C(N1)NN=N2)=O)C2=NC=C(C(=O)O)C=C2